ClC1=C(C(=O)C2=CNC3=NC=C4C(=C32)NN(C4=O)C4CCC(CC4)C#N)C=CC(=C1)OC1=CC=CC=C1 4-(8-(2-chloro-4-phenoxybenzoyl)-3-oxo-3,6-dihydropyrazolo[3,4-d]Pyrrolo[2,3-b]Pyridin-2(1H)-yl)cyclohexane-1-carbonitrile